2-(4-Bromo-1H-pyrazol-1-yl)-2,2-difluoroethan-1-ol BrC=1C=NN(C1)C(CO)(F)F